CC1OC(OC1)(C(F)(F)F)C(F)(F)F methyl-2,2-bis(trifluoromethyl)-1,3-dioxolane